2,2,2-Trifluoroethyl 2-(((tert-butoxycarbonyl)amino)methyl)-5-chlorobenzofuran-7-carboxylate C(C)(C)(C)OC(=O)NCC=1OC2=C(C1)C=C(C=C2C(=O)OCC(F)(F)F)Cl